N1CNCC=C1 tetrahydropyrimidin